[NH4+].C(=CCCCCCC)C(C(=O)[O-])CC(=O)[O-].[NH4+] 2-octen-1-ylsuccinate ammonium salt